C(C)(C)(C)C1=CC=2C(=NC(=CN2)C(CP(=O)(OC)OC)=O)N1C 1-(6-tert-butyl-5-methyl-pyrrolo[2,3-b]pyrazin-3-yl)-2-dimethoxyphosphoryl-ethanone